N-(2-((5-(3'-chloro-5-fluoro-2-hydroxy-4'-(3-methyl-2-oxoimidazolidin-1-yl)-[1,1'-biphenyl]-3-yl)-3-(piperazin-1-yl)pyridin-2-yl)oxy)ethyl)acetamide ClC=1C=C(C=CC1N1C(N(CC1)C)=O)C1=C(C(=CC(=C1)F)C=1C=C(C(=NC1)OCCNC(C)=O)N1CCNCC1)O